BrC1=CC=C(C=N1)C1(CCC1)C#N 1-(6-bromopyridin-3-yl)cyclobutanecarbonitrile